BrC=1C=C2N(C(C=3N(C2=CC1)C=CN3)=O)C3=C(C=CC=C3)C 7-Bromo-5-(o-tolyl)imidazo[1,2-a]quinoxalin-4(5H)-one